FC(C1=NN=NN1)(F)F 5-(trifluoromethyl)tetrazole